O=C1N(C(CN1C1=CC=C(C=C1)C(F)(F)F)=O)CC1=CC(=C(OC(C(=O)OCC)(C)C)C=C1)Cl Ethyl 2-(4-((2,5-dioxo-3-(4-(trifluoromethyl)phenyl)imidazolin-1-yl)methyl)-2-chloro-phenoxy)-2-methylpropionate